OC=1C(COC1C)=O 4-hydroxy-5-methyl-3(2H)furanone